racemic-methyl 3-(2-((4-chloro-2',3',4',5',6,6'-hexafluoro-[1,1'-biphenyl]-3-yl)thio)propanamido)propanoate ClC1=C(C=C(C(=C1)F)C1=C(C(=C(C(=C1F)F)F)F)F)S[C@@H](C(=O)NCCC(=O)OC)C |r|